1-(2,6-dibromo-4-chlorophenyl)-4-(difluoromethyl)pyrazole BrC1=C(C(=CC(=C1)Cl)Br)N1N=CC(=C1)C(F)F